1-(2-(6-chloro-7-(2-fluoro-6-hydroxyphenyl)-4-((2S)-2-methyl-4-(2-propenoyl)-1-piperazinyl)-2-oxopyrido[2,3-d]pyrimidin-1(2H)-yl)-3-pyridinyl)cyclopropanecarbonitrile ClC1=CC2=C(N(C(N=C2N2[C@H](CN(CC2)C(C=C)=O)C)=O)C2=NC=CC=C2C2(CC2)C#N)N=C1C1=C(C=CC=C1O)F